tert-butyl 4-(4-cyanophenyl)-1-methyl-1H-pyrazole-3-carboxylate C(#N)C1=CC=C(C=C1)C=1C(=NN(C1)C)C(=O)OC(C)(C)C